methyl 3-(9-((4-(aminomethyl)phenyl)carbamoyl)-4,5-dihydrobenzo[b]thieno[2,3-d]oxepin-8-yl)-6-((2,6-dimethylheptan-4-yl)carbamoyl)picolinate NCC1=CC=C(C=C1)NC(=O)C1=CC2=C(OCCC3=C2SC=C3)C=C1C=1C(=NC(=CC1)C(NC(CC(C)C)CC(C)C)=O)C(=O)OC